ClC=1C(=C(C#N)C=C(C1)C(C)(C)C1=CC=C(C=C1)OCC1=NC(=NC=C1)S(=O)(=O)C)OC1CC1 3-chloro-2-cyclopropoxy-5-(2-(4-((2-(methylsulfonyl)pyrimidin-4-yl)methoxy)phenyl)propan-2-yl)benzonitrile